N-[2-methyl-5-(2-methyl-1-oxo-isoquinolin-4-yl)phenyl]methanesulfonamide CC1=C(C=C(C=C1)C1=CN(C(C2=CC=CC=C12)=O)C)NS(=O)(=O)C